SC1=NN=NN1C1=CC=CC=C1 5-mercapto-1-phenyl-1H-tetrazole